CC(C)OC1=C(C(=CC=C1)OC(C)C)C1=C(C=CC=C1)P(C1CCCCC1)C1CCCCC1.[Pd] palladium [2',6'-bis(prop-2-yloxy)biphenyl-2-yl](dicyclohexyl)phosphane